[Pd](Cl)Cl.C1(CCCC1)P(C1=CC=CC=C1)C1=CC=CC=C1 cyclopentyl-(diphenyl)phosphine palladium dichloride